FC1=C(N)C=CC(=C1OC)OC1=CC2=C(N(N=N2)C)C=C1 2-fluoro-3-methoxy-4-((1-methyl-1H-benzo[d][1,2,3]triazol-5-yl)oxy)aniline